5-chloro-N-(2,4-difluoro-3-iodophenyl)-2-methoxypyridine-3-sulfonamide ClC=1C=C(C(=NC1)OC)S(=O)(=O)NC1=C(C(=C(C=C1)F)I)F